FC(C1(CC1)C=1SC(=C(N1)C=1C(=C(C=CC1)NS(=O)(=O)C1=C(C=CC=C1C(F)(F)F)F)F)C1=NC(=NC=C1)NC1CC2(CS(C2)(=O)=O)C1)F N-(3-(2-(1-(difluoromethyl)cyclopropyl)-5-(2-((2,2-dioxido-2-thiaspiro[3.3]heptan-6-yl)amino)pyrimidin-4-yl)thiazol-4-yl)-2-fluorophenyl)-2-fluoro-6-(trifluoromethyl)benzenesulfonamide